FC(C=1C=C(C=C(C1)C(F)(F)F)S(=O)(=O)C/C(=C/CN)/F)(F)F (Z)-4-((3,5-bis(trifluoromethyl)phenyl)sulfonyl)-3-fluorobut-2-en-1-amine